glycolat C(CO)(=O)[O-]